FC=1C=C(C=CC1)C1OP(OCC1)(OC1=C(C(=CC(=C1)CCCCC)OP1(OCCC(O1)C1=CC(=CC=C1)Cl)=O)C1CCCC(=C1)C)=O 4-(3-fluorophenyl)-2-((6-((4-(3-chlorophenyl)-2-oxido-1,3,2-dioxaphosphinan-2-yl)oxy)-5'-methyl-4-pentyl-1',2',3',4'-tetrahydro-[1,1'-biphenyl]-2-yl)oxy)-1,3,2-dioxaphosphinane 2-oxide